NC[C@@H]([C@@H](O)C1=CC(=CC=C1)OCC1CCCCC1)C (1R,2S)-3-amino-1-(3-(cyclohexylmethoxy)phenyl)-2-methylpropan-1-ol